2-(5-(((1R,2S,3S,5S)-2-fluoro-1,5-dimethyl-8-azabicyclo[3.2.1]octan-3-yl)(methyl)amino)-1,3,4-thiadiazol-2-yl)-5-(4-methoxy-1,3,5-triazin-2-yl)phenol F[C@@H]1[C@]2(CC[C@@](C[C@@H]1N(C1=NN=C(S1)C1=C(C=C(C=C1)C1=NC=NC(=N1)OC)O)C)(N2)C)C